C(C)(C)(C)N[C@H]1CN(C[C@@H]1F)C=1N=NC(=CC1)C1=CC2=C(N=C(O2)C)C=C1OCOC (3S,4S)-N-tert-butyl-4-fluoro-1-{6-[5-(methoxymethoxy)-2-methyl-1,3-benzoxazol-6-yl]pyridazin-3-yl}pyrrolidin-3-amine